NC1=C(C2=CC=CC=C2C=C1)[N+]#[C-] amino-isocyanonaphthalene